COC(=O)C1N(CCN(C1)C1=CC(N(C2=CC=C(N=C12)C#N)C)=O)C(C1=CC=C(C=C1)Cl)C1=CC=C(C=C1)Cl methyl-1-(bis(4-chlorophenyl)methyl)-4-(6-cyano-1-methyl-2-oxo-1,2-dihydro-1,5-naphthyridin-4-yl)piperazine-2-carboxylate